14-(4-aminophenoxy)-3,6,9,12-tetraoxatetradecanal NC1=CC=C(OCCOCCOCCOCCOCC=O)C=C1